(1R,2R,5R)-5-amino-2-methylcyclohexanol HCl salt Cl.N[C@@H]1CC[C@H]([C@@H](C1)O)C